[3-[[1-[1-[(4-methoxyphenyl)methyl]-2,6-dioxo-3-piperidinyl]-3-methyl-2-oxo-benzoimidazol-4-yl]methyl]cyclobutyl]piperazine-1-carboxylic acid tert-butyl ester C(C)(C)(C)OC(=O)N1C(CNCC1)C1CC(C1)CC1=CC=CC=2N(C(N(C21)C)=O)C2C(N(C(CC2)=O)CC2=CC=C(C=C2)OC)=O